[PH4+].C(C1=CC=CC=C1)Br benzyl bromide phosphonium salt